[Cu].[Ca].[Pb] lead calcium copper